5-fluoro-6-(1-methylcyclopropyl)pyridine-3,4-diamine FC=1C(=C(C=NC1C1(CC1)C)N)N